N-(3-fluoro-2-(4-methylpiperazin-1-yl)phenyl)-4-hydroxy-1-isobutyl-2-oxo-1,2-dihydroquinoline-3-carboxamide formate salt C(=O)O.FC=1C(=C(C=CC1)NC(=O)C=1C(N(C2=CC=CC=C2C1O)CC(C)C)=O)N1CCN(CC1)C